C(C)OC(CC=1C=CC=C2C(CCOC12)C(=O)OCC1=CC=CC=C1)=O benzyl 8-(2-ethoxy-2-oxo-ethyl)chromane-4-carboxylate